C(CC)O normal propanol